Aniline chloride [Cl-].NC1=CC=CC=C1